C(C)(C)(C)[S@@](=O)NC(CC(=O)OCC)C1(CN(CC1)C1=C(C(=C(C(=C1)F)S(N(C1=NC(=CC=C1)F)CC1=C(C=C(C=C1)OC)OC)(=O)=O)F)Cl)C ethyl 3-[[(R)-tert-butylsulfinyl]amino]-3-[1-[2-chloro-4-[(2,4-dimethoxyphenyl)methyl-(6-fluoro-2-pyridyl)sulfamoyl]-3,5-difluoro-phenyl]-3-methyl-pyrrolidin-3-yl]propanoate